methyl 2-[(1S,4S,5R)-5-[[5-cyclopropyl-3-(2,6-dichlorophenyl)-1,2-oxazol-4-yl]methoxy]-2-azabicyclo[2.2.1]heptan-2-yl]-4-ethyl-1,3-benzothiazole-6-carboxylate C1(CC1)C1=C(C(=NO1)C1=C(C=CC=C1Cl)Cl)CO[C@H]1[C@@H]2CN([C@H](C1)C2)C=2SC1=C(N2)C(=CC(=C1)C(=O)OC)CC